8-(3,5-dichlorophenyl)-N-[(7S)-6,7-dihydro-5H-thieno[3,2-b]pyran-7-yl]-4-(dimethylamino)-1,7-naphthyridine-3-carboxamide ClC=1C=C(C=C(C1)Cl)C=1N=CC=C2C(=C(C=NC12)C(=O)N[C@@H]1C2=C(OCC1)C=CS2)N(C)C